C(CCC)N1C(CCC2=CC(=CC=C12)NS(=O)(=O)C1=C(C=C(C=C1)OC)OC)=O N-(1-Butyl-1,2,3,4-tetrahydro-2-oxo-6-quinolinyl)-2,4-dimethoxybenzenesulfonamide